(2R)-3-((Hydroxy(2-(5-((4-((4-((((4-nitrophenoxy)carbonyl)oxy)methyl)phenoxy)carbonyl)benzyl)amino)-5-oxopentanamido)ethoxy)phosphoryl)oxy)propane-1,2-diyl distearate C(CCCCCCCCCCCCCCCCC)(=O)OC[C@H](COP(=O)(OCCNC(CCCC(=O)NCC1=CC=C(C=C1)C(=O)OC1=CC=C(C=C1)COC(=O)OC1=CC=C(C=C1)[N+](=O)[O-])=O)O)OC(CCCCCCCCCCCCCCCCC)=O